(4r,5s)-methyl-5-benzyl-2,2-dimethyl-1,3-dioxolane-4-carboxylate COC(=O)[C@@H]1OC(O[C@H]1CC1=CC=CC=C1)(C)C